O1COC2=C1C=CC(=C2)OCCOC2=CC=C1C(=C(C(C1=C2)=O)C2=CC=C(C=C2)C(F)(F)F)C=2N=CSC2C 6-(2-(Benzo[d][1,3]dioxol-5-yloxy)ethoxy)-3-(5-methylthiazol-4-yl)-2-(4-(trifluoromethyl)phenyl)-1H-inden-1-one